tert-butyl (1R)-5-(4-benzyloxy-3-bromo-5-fluoro-phenyl)-6-methoxy-1-methyl-3,4-dihydro-1H-isoquinoline-2-carboxylate C(C1=CC=CC=C1)OC1=C(C=C(C=C1F)C1=C2CCN([C@@H](C2=CC=C1OC)C)C(=O)OC(C)(C)C)Br